(2R,3R,4R,5R,6R)-4-(4-(2,3-difluoro-4-methylphenyl)-1H-1,2,3-triazol-1-yl)-2-(hydroxymethyl)-6-((3-(1-methylcyclopropyl)isoxazol-5-yl)methyl)tetrahydro-2H-pyran-3,5-diol FC1=C(C=CC(=C1F)C)C=1N=NN(C1)[C@H]1[C@H]([C@H](O[C@@H]([C@@H]1O)CC1=CC(=NO1)C1(CC1)C)CO)O